azabenzo-triazole N1N=NC2=C1C=CC=N2